CN1N=C2C=CC=C(C2=C1)C1=NN(C2=C(C=CC=C12)C)C=1C=CC(=NC1)N1CC2C(C2C1)NC(OC(C)(C)C)=O tert-butyl N-[3-(5-{2',7-di-methyl-1H,2'H-[3,4'-biindazol]-1-yl}pyridin-2-yl)-3-azabicyclo[3.1.0]hexan-6-yl]carbamate